C(CC)OC1CC2C(C2C1)C(=O)O 3-propoxybicyclo[3.1.0]hexane-6-carboxylic acid